methylammonium [tetrakis(pentafluoronaphthyl)borate] FC=1C(=C2C(=C(C(=C(C2=CC1)[B-](C1=C(C(=C(C2=C(C(=CC=C12)F)F)F)F)F)(C1=C(C(=C(C2=C(C(=CC=C12)F)F)F)F)F)C1=C(C(=C(C2=C(C(=CC=C12)F)F)F)F)F)F)F)F)F.C[NH3+]